CC1(OB(OC1(C)C)C1=CC2=C(OCCN2C(=O)OC(C)(C)C)C=C1)C tert-butyl 6-(4,4,5,5-tetramethyl-1,3,2-dioxaborolan-2-yl)-2,3-dihydro-4H-benzo[b][1,4]oxazine-4-carboxylate